C1(CC=CC=C1)PC1CC=CC=C1 dihydrodiphenylphosphine